acetylcysteinyl disulfide C(C)(=O)SSC([C@@H](N)CS)=O